7-(3,4,5-trimethoxy-phenyl)-[1,6]naphthyridine COC=1C=C(C=C(C1OC)OC)C1=NC=C2C=CC=NC2=C1